Divinyltetramethyl-disiloxan C(=C)[Si](O[Si](C)(C)C)(C)C=C